C1(CC1)C(=O)N[C@@H](CC(=O)O)C(=O)O (cyclopropanecarbonyl)-L-aspartic acid